BrC1=C(C2=C(N=C1)N(N=C2)C2OCCCC2)C(=O)OC methyl 5-bromo-1-(oxan-2-yl)pyrazolo[3,4-b]pyridine-4-carboxylate